1-(2-chlorophenyl)-(R,R)-1,2-propanediol ClC1=C(C=CC=C1)[C@H]([C@@H](C)O)O